3-(2-hydroxy-2-methylpropyl)-N-(1-((S)-1-(2-((1R,5S)-2-oxo-3-azabicyclo[3.1.0]hexan-3-yl)pyrimidin-5-yl)ethyl)-1H-pyrazol-4-yl)pyrazine-2-carboxamide OC(CC=1C(=NC=CN1)C(=O)NC=1C=NN(C1)[C@@H](C)C=1C=NC(=NC1)N1C([C@@H]2C[C@@H]2C1)=O)(C)C